methylmalonoyl-CoA CC(C(=O)SCCNC(CCNC([C@@H](C(COP(OP(OC[C@@H]1[C@H]([C@H]([C@@H](O1)N1C=NC=2C(N)=NC=NC12)O)OP(=O)(O)O)(=O)O)(=O)O)(C)C)O)=O)=O)C(=O)O